3,9-bis[1,1-di-methyl-2-[β-(3-tert-butyl-4-hydroxy-5-methylphenyl)propionyloxy]ethyl]-2,4,8,10-tetraoxaspiro[5.5]undecane CC(COC(CCC1=CC(=C(C(=C1)C)O)C(C)(C)C)=O)(C)C1OCC2(CO1)COC(OC2)C(COC(CCC2=CC(=C(C(=C2)C)O)C(C)(C)C)=O)(C)C